6-chloro-4-[(3R,4S)-4-(4-chloroanilino)-3-methyl-1-piperidyl]-1-methyl-2-oxo-1,5-naphthyridine-3-carbonitrile ClC=1N=C2C(=C(C(N(C2=CC1)C)=O)C#N)N1C[C@H]([C@H](CC1)NC1=CC=C(C=C1)Cl)C